COC(C=CC1=NC(=CC=C1)N)=O methyl-3-(6-aminopyridin-2-yl)acrylate